Cl.NC[C@@H]1CCC(N1)=O (S)-5-(aminomethyl)pyrrolidin-2-one HCl salt